FC=1C=C2CC(NC2=CC1)=O 5-fluoro-2-oxo-1,2-dihydroindol